FC1=CC2=C(N=C(O2)N2CC3=CC=C(C(=C3C[C@H]2C(=O)O)OCC2=CC=C(C=C2)OC)OC)C=C1 (S)-2-(6-fluorobenzo[d]oxazol-2-yl)-6-methoxy-5-((4-methoxybenzyl)oxy)-1,2,3,4-tetrahydroisoquinoline-3-carboxylic acid